thiazolenicotinic acid methyl-2-difluoromethyl-5-(4,5-dihydro-1,3-thiazol-2-yl)-4-isobutyl-6-trifluoromethyl-nicotinate COC(C1=C(N=C(C(=C1CC(C)C)C=1SCCN1)C(F)(F)F)C(F)F)=O.S1C(=NC=C1)C1=CC=NC=C1C(=O)O